FC1(CCOC12CCC(CC2)NC(=O)[C@@H]2CCN(C1(CC1)C2)C(=O)C2=NNC(=C2)C2=CC(=NC=C2F)OC)F (R)-N-((5R,8R)-4,4-difluoro-1-oxaspiro[4.5]dec-8-yl)-4-(5-(5-fluoro-2-methoxypyridin-4-yl)-1H-pyrazole-3-carbonyl)-4-azaspiro[2.5]octane-7-carboxamide